The molecule is a sterol ester that is the 3-linoleoyl derivative of (24S)-24-hydroxycholesterol. It is a sterol ester and a 24-hydroxy steroid. It derives from a linoleic acid. CCCCC/C=C\\C/C=C\\CCCCCCCC(=O)O[C@H]1CC[C@@]2([C@H]3CC[C@]4([C@H]([C@@H]3CC=C2C1)CC[C@@H]4[C@H](C)CC[C@@H](C(C)C)O)C)C